1-(4-(3,4-dichlorophenyl)-5-(isopropylsulfanyl)thiazol-2-yl)-3-methyl-4-(5-methyl-1,3,4-thiadiazol-2-yl)-1H-pyrazole-5-carboxylic acid ClC=1C=C(C=CC1Cl)C=1N=C(SC1SC(C)C)N1N=C(C(=C1C(=O)O)C=1SC(=NN1)C)C